2-(Trifluoromethoxy)ethane-1-diazonium FC(OCC[N+]#N)(F)F